2-((5-(3-ethyl-1,2,4-thiadiazol-5-yl)-2-methylphenyl)amino)-1-(4-(4-methylpiperazine-1-carbonyl)indolin-1-yl)ethan-1-one C(C)C1=NSC(=N1)C=1C=CC(=C(C1)NCC(=O)N1CCC2=C(C=CC=C12)C(=O)N1CCN(CC1)C)C